Cl.C(#N)N(CC(=O)O)C1=CC=CC=C1 cyano(phenyl)glycine hydrochloride